FC(C(=O)O)(F)F.CNC(=O)C1CCNCC1 N-methylpiperidine-4-carboxamide trifluoroacetate salt